CC(=C)[C@@H]1CC[C@]2([C@H]1[C@H]3CC[C@@H]4[C@]5(CC[C@@H](C([C@@H]5CC[C@]4([C@@]3(CC2)C)C)(C)C)OC(=O)/C=C\\C6=CC(=C(C=C6)O)O)C)C The molecule is a pentacyclic triterpenoid that is the cinnamate ester obtained by the formal condensation of the carboxylic group of cis-caffeic acid with the hydroxy group of lupeol (the 3beta stereoisomer). It is isolated from the fruits of Bruguiera parviflora and exhibits antimalarial activity. It has a role as a metabolite and an antimalarial. It is a cinnamate ester, a member of catechols and a pentacyclic triterpenoid. It derives from a cis-caffeic acid and a lupeol. It derives from a hydride of a lupane.